ClC1=NN=C(C2=CC(=CC=C12)C)C1=C(C=C(C=C1)C)OC 1-chloro-4-(2-methoxy-4-methylphenyl)-6-methylphthalazin